O=C1N=C2C(N=CC(=C2)C(=O)N)=N1 2-oxo-imidazo[4,5-b]pyridine-6-carboxamide